4-(4-acryloyl-2-methylpiperazin-1-yl)-7-(2-fluoro-5-methylphenyl)-1-(2-isopropyl-4-methylpyridin-3-yl)-2-oxo-1,2-dihydropyrido[2,3-d]pyrimidine-6-carbonitrile C(C=C)(=O)N1CC(N(CC1)C=1C2=C(N(C(N1)=O)C=1C(=NC=CC1C)C(C)C)N=C(C(=C2)C#N)C2=C(C=CC(=C2)C)F)C